methyl 2,6-dichloro-4-(1,1-dioxo-1,4-thiazinan-4-yl)benzoate ClC1=C(C(=O)OC)C(=CC(=C1)N1CCS(CC1)(=O)=O)Cl